C(#N)C1=NC=CC(=C1)C1=NC(=NN1)C1=CC=NC=C1 5-(2-cyano-4-pyridyl)-3-(4-pyridyl)-1,2,4-triazole